OC1=NN2C(C=CC(=C2)CCC(=O)O)=N1 3-(2-hydroxy-[1,2,4]triazolo[1,5-a]pyridin-6-yl)propionic acid